C(C)(C)(C)[Si](OCCC=1C=NC(=CC1)[Sn](C)(C)C)(C)C tert-butyl-dimethyl-[2-(6-trimethylstannyl-3-pyridyl)ethoxy]silane